(R)-3-(1,4-dimethyl-1H-benzo[d][1,2,3]triazol-5-yl)-3-(3-(((R)-7-hydroxy-2-isopropyl-2,3-dihydropyrido[2,3-f][1,4]oxazepin-4(5H)-yl)methyl)-4-methylphenyl)propanoic acid CN1N=NC2=C1C=CC(=C2C)[C@H](CC(=O)O)C2=CC(=C(C=C2)C)CN2C[C@H](OC1=C(C2)N=C(C=C1)O)C(C)C